COC([C@H](C[C@H]1C(NCC1)=O)NC(=O)C1NNC=CC1)=O 3-(((S)-1-methoxy-1-oxo-3-((S)-2-oxopyrrolidin-3-yl)propan-2-yl)carbamoyl)tetrahydropyridazine